(S)-4-(4-acryloyl-2-methylpiperazin-1-yl)-6-cyclopropyl-1-(2-isopropyl-4-methylpyridin-3-yl)-7-(pyridin-3-yl)pyrido[2,3-d]pyrimidin-2(1H)-one C(C=C)(=O)N1C[C@@H](N(CC1)C=1C2=C(N(C(N1)=O)C=1C(=NC=CC1C)C(C)C)N=C(C(=C2)C2CC2)C=2C=NC=CC2)C